N-[8-methoxy-2-(1-methylpyrrolidin-2-yl)imidazo[1,2-a]pyridin-6-yl]-1,3-dimethyl-1H-indazole-6-carboxamide COC=1C=2N(C=C(C1)NC(=O)C1=CC=C3C(=NN(C3=C1)C)C)C=C(N2)C2N(CCC2)C